N-(3-methoxybenzyl)-N-(4-(4-methylpiperazin-1-yl)benzyl)-4-(piperidin-1-ylmethyl)oxazol-2-amine COC=1C=C(CN(C=2OC=C(N2)CN2CCCCC2)CC2=CC=C(C=C2)N2CCN(CC2)C)C=CC1